C(C)(=O)NC=1C(=C(C=CC1)N1C=C(C=CC1=O)C(=O)N[C@H](C)C1=CC(=CC(=C1)C(F)(F)F)N)F 1-(3-acetamido-2-fluoro-phenyl)-N-[(1R)-1-[3-amino-5-(trifluoromethyl)phenyl]ethyl]-6-Oxo-pyridine-3-carboxamide